C[C@@H]1CCC=2C1=NC1=C(C2NC(OCC(Cl)(Cl)Cl)=O)CCC1 2,2,2-trichloroethyl (R)-(3-methyl-1,2,3,5,6,7-hexahydro-dicyclopenta[b,e]pyridin-8-yl)carbamate